FC(C=1C=NC(=NC1)N1CCN(CC1)C(=O)O[C@H](CC1=CNC(C(=C1)C(F)(F)F)=O)C)F (S)-1-(6-oxo-5-(trifluoromethyl)-1,6-dihydropyridin-3-yl)propan-2-yl 4-(5-(difluoromethyl)pyrimidine-2-yl)piperazine-1-carboxylate